N-((7-methyl-3H-imidazo[4,5-b]pyridin-2-yl)methyl)-3-(5-methylthiophen-3-yl)-6-morpholinoimidazo[1,2-b]pyridazin-8-amine CC1=C2C(=NC=C1)NC(=N2)CNC=2C=1N(N=C(C2)N2CCOCC2)C(=CN1)C1=CSC(=C1)C